CN(CC(=O)[O-])C1=NC=NC2=C(C=C(C=C12)C1=NC=C(C=N1)C)OC methyl-(8-methoxy-6-(5-methylpyrimidin-2-yl)quinazolin-4-yl)glycinate